tert-butyl N-[(2R)-2-[(5-oxo-1,4-dihydroimidazol-2-yl)amino]-2-phenyl-ethyl]carbamate O=C1CN=C(N1)N[C@@H](CNC(OC(C)(C)C)=O)C1=CC=CC=C1